8-pentoxymethoxy-1,3,5-trimethyloctylmagnesium iodide C(CCCC)OCOCCCC(CC(CC(C)[Mg]I)C)C